N[C@H](CO)C (S)-2-aminopropan-1-ol